(5S,8R)-N-(3-bromo-4-(trifluoromethyl)phenyl)-6,7,8,9-tetrahydro-5H-5,8-epimino-cyclohepta[d]pyrimidine-10-carboxamide BrC=1C=C(C=CC1C(F)(F)F)NC(=O)N1[C@H]2CC[C@@H]1CC=1N=CN=CC12